5-trimethylsilylethynylbenzoate C[Si](C)(C)C#CC=1C=CC=C(C(=O)[O-])C1